BrC=1C=NN(C1)C(CN(C)C(C)C)C 2-(4-bromo-1H-pyrazol-1-yl)-N-isopropyl-N-methylpropan-1-amine